ClC1=C(C=C(C=C1)C1N(CCC(C1)N1C(NC2=C1C=CC=C2C=2C=NC(=CC2)CO)=O)C(=O)N)OC (4-chloro-3-methoxyphenyl)-4-{4-[6-(hydroxymethyl)pyridin-3-yl]-2-oxo-2,3-dihydro-1H-1,3-benzodiazol-1-yl}piperidine-1-carboxamide